(S)-4-(morpholin-4-yl)-3-(4-fluorophenyl)-N-((R)-1-(6-methoxypyridin-3-yl)ethyl)-4,5-dihydro-1H-pyrazole-1-carboxamide N1(CCOCC1)[C@@H]1C(=NN(C1)C(=O)N[C@H](C)C=1C=NC(=CC1)OC)C1=CC=C(C=C1)F